N1CCC(CC1)C1=CC=C2C(=NN(C2=C1)CC(F)(F)F)N1CNCC=C1 1-(6-(Piperidin-4-yl)-1-(2,2,2-trifluoroethyl)-1H-indazol-3-yl)dihydropyrimidine